methanesulfonylpiperidin-4-amine CS(=O)(=O)N1CCC(CC1)N